OC(C)(C)C12CC(C1)(C2)C(=O)OC methyl 3-(1-hydroxy-1-methyl-ethyl)bicyclo[1.1.1]pentane-1-carboxylate